OC1=C(C=O)C(=CC=C1)OC[C@H]1N(CCC1)C(C1=C(C=CC=C1)CO)=O (S)-2-hydroxy-6-((1-(2-(hydroxymethyl)benzoyl)-pyrrolidin-2-yl)methoxy)-benzaldehyde